2-[6-[[6-(Trifluoromethyl)-3-pyridinyl]methyl]-2-azaspiro[3.3]heptane-2-carbonyl]-2,5-diazaspiro[3.4]octan-6-one FC(C1=CC=C(C=N1)CC1CC2(CN(C2)C(=O)N2CC3(C2)NC(CC3)=O)C1)(F)F